[NH3+]C=C(C(=O)[O-])C Ammonio-Methacrylat